2-(((1R,3S)-3-(5-amino-1-methyl-1H-benzo[d]imidazol-2-yl)cyclohexyl)amino)pyrimidine-5-carbonitrile NC1=CC2=C(N(C(=N2)[C@@H]2C[C@@H](CCC2)NC2=NC=C(C=N2)C#N)C)C=C1